BrCCCCOC1=C(C(=O)OC(C)(C)C)C=CC=C1 tert-butyl 2-(4-bromobutoxy)benzoate